FC=1C(=C2C(=NC1)C=C(N2COCC[Si](C)(C)C)CO)CC(C)C [6-fluoro-7-isobutyl-1-(2-trimethylsilylethoxymethyl)pyrrolo[3,2-b]pyridin-2-yl]methanol